diisobutyl-2,3-dibenzylsuccinate C(C(C)C)OC(C(C(C(=O)OCC(C)C)CC1=CC=CC=C1)CC1=CC=CC=C1)=O